2-{3-[(2R,6S)-2,6-dimethylmorpholine-4-carbonyl]-5,6-dihydrocyclopenta[c]pyrazol-1(4H)-yl}-1-[4-(4-fluoro-2,3-dimethylphenyl)piperazin-1-yl]ethan-1-one C[C@@H]1CN(C[C@@H](O1)C)C(=O)C=1C2=C(N(N1)CC(=O)N1CCN(CC1)C1=C(C(=C(C=C1)F)C)C)CCC2